di-tert-butyl ((2S)-1-(6-(4-fluorophenyl)-1H-indole-2-carboxamido)-6-methylheptane-2,5-diyl)dicarbamate FC1=CC=C(C=C1)C1=CC=C2C=C(NC2=C1)C(=O)NC[C@H](CCC(C(C)C)NC(OC(C)(C)C)=O)NC(OC(C)(C)C)=O